pentanoic acid cyclopentylmethyl ester C1(CCCC1)COC(CCCC)=O